C(#N)C1=CC(=NN(C1=O)CC1=CC=C(C=C1)OC)C1N(CCC1)CC(=O)O 2-(2-(5-cyano-1-(4-methoxybenzyl)-6-oxo-1,6-dihydropyridazin-3-yl)pyrrolidin-1-yl)acetic acid